FC=1C=C(C=C(C1)CC1=CN=C(N1)C1=C(C=CC(=C1)OC=1C(=C2C=CNC2=CC1F)CC(F)(F)F)F)CCC(=O)O 3-(3-fluoro-5-((2-(2-fluoro-5-((6-fluoro-4-(2,2,2-trifluoroethyl)-1H-indol-5-yl)oxy)phenyl)-1H-imidazol-5-yl)methyl)phenyl)propanoic acid